4-Amino-1-(4-(1-(R)-hydroxyethyl)phenyl)-2-oxo-7-(trifluoromethyl)-1,2-dihydroquinoline-3-carboxylic acid ethyl ester C(C)OC(=O)C=1C(N(C2=CC(=CC=C2C1N)C(F)(F)F)C1=CC=C(C=C1)[C@@H](C)O)=O